6-chloro-1-[[(2S)-pyrrolidin-2-yl]methyl]pyrazolo[3,4-d]pyrimidine Hydrochloride Cl.ClC1=NC=C2C(=N1)N(N=C2)C[C@H]2NCCC2